[Si](C1=CC=CC=C1)(C1=CC=CC=C1)(C(C)(C)C)OCCCN1[C@H](COC2=NC(=C(C=3N=C(N=C1C23)SC)F)Cl)C (S)-10-(3-((tert-butyldiphenylsilyl)oxy)propyl)-5-chloro-4-fluoro-9-methyl-2-(methylthio)-9,10-dihydro-8H-7-oxa-1,3,6,10-tetraazacyclohepta[de]naphthalene